(S)-3-(2-(4-(2-isopropylphenyl)piperazin-1-yl)ethyl)-8-(methylsulfonyl)-2-oxa-8-azaspiro[4.5]decan-1-one C(C)(C)C1=C(C=CC=C1)N1CCN(CC1)CC[C@H]1OC(C2(C1)CCN(CC2)S(=O)(=O)C)=O